4-(3-(1-(2-(3-Mercapto-3-methylbutanoyl)hydrazineylidene)ethyl)-4-methyl-5-oxo-4,5-dihydro-1H-1,2,4-triazol-1-yl)butanoic acid SC(CC(=O)NN=C(C)C1=NN(C(N1C)=O)CCCC(=O)O)(C)C